3-(3-((4-(4-chlorophenyl)thiazol-2-yl)(methyl)amino)-2-ethylimidazo[1,2-a]pyridin-6-yl)oxazolidin-2-one ClC1=CC=C(C=C1)C=1N=C(SC1)N(C1=C(N=C2N1C=C(C=C2)N2C(OCC2)=O)CC)C